C1(=CC=CC=C1)C1=C(C=CC2=CC=CC=C12)N alpha-phenyl-naphthylamine